C(=C)C=1NC=CN1 vinyl-Imidazole